((2s,4r,5r)-4-acetoxy-5-(2-amino-8-oxo-7-(prop-2-yn-1-yl)-7,8-dihydro-9H-purin-9-yl)tetrahydrofuran-2-yl)acetic acid methyl ester COC(C[C@H]1O[C@H]([C@@H](C1)OC(C)=O)N1C2=NC(=NC=C2N(C1=O)CC#C)N)=O